N=1N(N=CC1)C[C@@H]1C[C@H](CN1C#N)NC(=O)C=1OC(=CN1)C1=CC(=CC=C1)C#N N-((3R,5S)-5-((2H-1,2,3-triazol-2-yl)methyl)-1-cyanopyrrolidin-3-yl)-5-(3-cyanophenyl)oxazole-2-carboxamide